OC1=C(OC2=C(C(=CC=C2C1=O)OC)OC)C1=C(C=C(C=C1)OC)O 3,2'-dihydroxy-7,8,4'-trimethoxy-flavone